5-amino-2-methyl-N-((5-methylpyridin-2-yl)methyl)benzenesulfonamide NC=1C=CC(=C(C1)S(=O)(=O)NCC1=NC=C(C=C1)C)C